C(C)(C)(C)OC(N[C@@H](C)/C(/C)=N/OCC(N1CCN(CC1)C1=NC=C(C=N1)C(F)(F)F)=O)=O (S,E)-tert-butyl{3-[(2-oxo-2-{4-[5-(trifluoromethyl)pyrimidin-2-yl]piperazin-1-yl}ethoxy)imino]butan-2-yl}carbamate